BrC1=CC=C(O1)CNOC N-((5-bromofuran-2-yl)methyl)-O-methylhydroxylamine